(E)-N-[(2,3-difluorophenyl)methylene]hydroxylamine FC1=C(C=CC=C1F)\C=N\O